CN1N=CC=2C=3C(N(C=C(C(NC4=NC5=CC=CC=C5N4CCN(CCOC12)CC(F)(F)F)=O)C3)C)=O 5,26-Dimethyl-10-(2,2,2-trifluoroethyl)-7-oxa-4,5,10,13,20,22,26-heptaazapentacyclo[22.3.1.0^{2,6}.0^{13,21}.0^{14,19}]octacosa-1(28),2(6),3,14,16,18,20,24-octaene-23,27-dione